5-bromo-2-(chloromethyl)-1,3-dimethoxybenzene BrC=1C=C(C(=C(C1)OC)CCl)OC